1-(4-(1,1-Dioxido-3-oxo-2,3-dihydrobenzo[b]thiophen-7-yl)benzyl)-3-(2-ethynyl-thiazol-4-yl)urea O=S1(C2=C(C(C1)=O)C=CC=C2C2=CC=C(CNC(=O)NC=1N=C(SC1)C#C)C=C2)=O